C1(CC1)C[C@@H]1[C@@H](C=2C=CC(=CC2CC1)O)C1=CC=C(C=C1)N1CCC(CC1)C(OC)OC cis-6-(cyclopropylmethyl)-5-(4-(4-(dimethoxymethyl)piperidin-1-yl)phenyl)-5,6,7,8-Tetrahydronaphthalene-2-ol